O(C1=CC=CC=C1)CN1N=NC2=C1C=CC=C2 1-(phenoxymethyl)-1H-benzotriazole